FC1(CN(CC1)C1=NC=C(C=C1)[N+](=O)[O-])F 2-(3,3-difluoropyrrolidin-1-yl)-5-nitropyridine